FC=1C=C(C=CC1)S(=O)(=O)N1CCC2=C(C=C(C=C12)C(=O)NC1=CC=C(C(=O)O)C=C1)OC 4-{[1-(3-Fluoro-benzenesulfonyl)-4-methoxy-2,3-dihydro-1H-indole-6-carbonyl]-amino}-benzoic acid